FC(=CC1(C(N2C(C=3C=CC=CC13)=CC=1C=CC=CC12)=O)C)F 5-(2,2-Difluorovinyl)-5-methylindolo[2,1-a]isoquinolin-6(5H)-one